trifluorophthalic acid FC1=C(C(=C(C(C(=O)O)=C1)C(=O)O)F)F